7-fluoro-2-[3-[(1R)-2-[6-oxo-5-(trifluoromethyl)-1H-pyridazin-4-yl]isoindolin-1-yl]propyl]-6-[5-(trifluoromethyl)pyrimidin-2-yl]isoquinolin-1-one FC1=C(C=C2C=CN(C(C2=C1)=O)CCC[C@H]1N(CC2=CC=CC=C12)C=1C=NNC(C1C(F)(F)F)=O)C1=NC=C(C=N1)C(F)(F)F